4-chlorodithiobenzoic acid ClC1=CC=C(C(=S)S)C=C1